OC1(CCCC1)CNCC=1NC2=CC(=CC=C2C1)CNC(=O)C=1N=C2N(C(C1)=O)C=CC=C2 N-[[2-[[(1-hydroxycyclopentyl)methyl-amino]methyl]-1H-indol-6-yl]methyl]-4-oxo-pyrido[1,2-a]pyrimidine-2-carboxamide